C(C)(C)(C)C1(C)CC=C(C(=C1)C(C)(C)C)O 1,5-Di-tert-butyl-4-hydroxytoluene